iron oxide Strontium [Sr+2].[O-2].[Fe+2].[O-2]